FC(C1CC(CCC1)C(F)(F)F)(F)F 1,3-bis(trifluoromethyl)cyclohexane